COC(=O)[C@@H]1[C@H]2CC[C@@H](C(N1)=O)N2 (1R,2S,5S)-4-oxo-3,8-diazabicyclo[3.2.1]Octane-2-carboxylic acid methyl ester